(4-(4-methyl-4H-1,2,4-triazole-3-yl)piperidine-1-sulfonyl)pyridine-3-amine CN1C(=NN=C1)C1CCN(CC1)S(=O)(=O)C1=NC=CC=C1N